CC(C)([2H])N1C=CC=2C1=NC=C(C2)C(=O)O 1-[(2-2H)propan-2-yl]pyrrolo[2,3-b]pyridine-5-carboxylic acid